C1OC=2C=C(CN3C=[N+](C=C3)CC3=CC4=C(C=C3)OCO4)C=CC2O1 1,3-bis(3,4-methylenedioxybenzyl)imidazolium